N-(3-triethoxysilylpropyl)-4-hydroxypentanamide C(C)O[Si](CCCNC(CCC(C)O)=O)(OCC)OCC